(1R)-1-(1-(1-(butylsulfonyl)pyrrolidin-3-yl)-1,6-dihydroimidazo[4,5-d]pyrrolo[2,3-b]pyridin-2-yl)ethan-1-ol C(CCC)S(=O)(=O)N1CC(CC1)N1C(=NC=2C1=C1C(=NC2)NC=C1)[C@@H](C)O